4,4'-hexafluoroisopropylidenediphthalic acid FC=1C(=C(C(=C(C1C(=O)O)C(=O)O)F)C(C)(C)C=1C(=C(C(C(=O)O)=C(C1F)F)C(=O)O)F)F